ClC1=C(C(=CC=C1)Cl)C=1N=C2C=3C=C(C=NC3C=CN2C1)C=1C=NN(C1)[C@@H]1CN(CC1)C(=O)OC(C)(C)C tert-Butyl (S)-3-(4-(2-(2,6-dichlorophenyl)imidazo[2,1-f][1,6]naphthyridin-9-yl)-1H-pyrazol-1-yl)pyrrolidine-1-carboxylate